(R)-2-(4-cyclopropylphenyl)-N-(1-(3-(2,2,2-trifluoroethyl)-3H-[1,2,3]triazolo[4,5-c]pyridin-6-yl)ethyl)acetamide C1(CC1)C1=CC=C(C=C1)CC(=O)N[C@H](C)C1=CC2=C(C=N1)N(N=N2)CC(F)(F)F